(S)-4-(3-fluorobenzyl)-N-(7-(2-(4-(2-hydroxypropan-2-yl)piperidin-1-yl)-2-oxoethoxy)-5-methyl-4-oxo-2,3,4,5-tetrahydrobenzo[b][1,4]oxazepin-3-yl)-1H-pyrazole-1-carboxamide FC=1C=C(CC=2C=NN(C2)C(=O)N[C@@H]2C(N(C3=C(OC2)C=CC(=C3)OCC(=O)N3CCC(CC3)C(C)(C)O)C)=O)C=CC1